CN(C)CC1=NC2=C(C=CC=C2C=C1)NS(=O)(=O)C1=CC=C(C=C1)S(=O)(=O)C N-(2-((Dimethylamino)methyl)quinolin-8-yl)-4-(methylsulfonyl)benzenesulfonamide